4-(4-hydroxy-butoxy)chalcone OCCCCOC1=CC=C(C=C1)\C=C\C(=O)C1=CC=CC=C1